4-chloro-2-(4-(1-methyl-2-(pyrrolidin-1-ylmethyl)-1H-imidazol-5-yl)phenoxy)-6-(2,2,2-trifluoroethoxy)-benzaldehyde ClC1=CC(=C(C=O)C(=C1)OCC(F)(F)F)OC1=CC=C(C=C1)C1=CN=C(N1C)CN1CCCC1